hexafluoropropylene dihydrate O.O.FC(C(=C(F)F)F)(F)F